4-(3-(3-fluoro-7-methoxy-1-methyl-9H-pyrido[3,4-b]indol-9-yl)propyl)morpholine FC1=CC2=C(N(C3=CC(=CC=C23)OC)CCCN2CCOCC2)C(=N1)C